7-[4-(4-Benzo[b]thiophen-4-ylpiperazin-1-yl)butoxy]-1-isopropoxymethyl-1H-quinolin-2-one S1C2=C(C=C1)C(=CC=C2)N2CCN(CC2)CCCCOC2=CC=C1C=CC(N(C1=C2)COC(C)C)=O